O1CCC(CC1)NC(O[C@@H]1CC[C@H](CC1)C(N(C[C@@H]1CC[C@H](CC1)C1=CC(=C(C=C1)OC)C)C1=NC=CC(=C1)C=1C=NN(C1)C(C)(C)C)=O)=O trans-4-((4-(1-(tert-Butyl)-1H-pyrazol-4-yl)pyridin-2-yl)((trans-4-(4-methoxy-3-methylphenyl)cyclohexyl)methyl) carbamoyl)cyclohexyl (tetrahydro-2H-pyran-4-yl)carbamate